[V].CC1=CC=C(C=C1)\C=C(\C=C)/C (E)-1-methyl-4-(2-methylbutan-1,3-dien-1-yl)benzene vanadium